tert-Butyl 2-(cyanomethyl)-4-[2-[[(2S)-1-methylpyrrolidin-2-yl]methoxy]-7-(1-naphthyl)-5,6,7,8-tetrahydroquinazolin-4-yl]piperazine-1-carboxylate C(#N)CC1N(CCN(C1)C1=NC(=NC=2CC(CCC12)C1=CC=CC2=CC=CC=C12)OC[C@H]1N(CCC1)C)C(=O)OC(C)(C)C